BrC1=CC=C(C=C1)[C@]12[C@](C3=C(C=NC=C3OC)O1)([C@H]([C@@H]([C@H]2C2=CC=CC=C2)C(=O)OC)C(NC(C)(C)C)=O)O |r| rac-methyl (4bR,5S,6R,7S,7aR)-7a-(4-bromophenyl)-5-(tert-butylcarbamoyl)-4b-hydroxy-4-methoxy-7-phenyl-4b,6,7,7a-tetrahydro-5H-cyclopenta[4,5]furo[2,3-c]pyridine-6-carboxylate